FC=1C(=CC(=NC1)C=1C=C2CN(C(C2=CC1)=O)C1C(NC(CC1)=O)=O)CCl 3-(5-(5-fluoro-4-(chloromethyl)pyridin-2-yl)-1-oxoisoindolin-2-yl)piperidine-2,6-dione